6-Fluoro-N-methyl-2-(5,6,7-trifluoro-1H-indol-3-yl)quinoline-5-carboxamide FC1=C(C=2C=CC(=NC2C=C1)C1=CNC2=C(C(=C(C=C12)F)F)F)C(=O)NC